C(C(C)C)[C@H]1C(N(CCN1)[C@H](C(=O)N1CCC(CC1)COC1=CC=C(C(=O)N)C=C1)CC(C)C)=O p-[(1-{(S)-2-[(S)-3-Isobutyl-2-oxo-1-piperazinyl]-4-methylvaleryl}-4-piperidyl)meth-oxy]benzamide